Octadecen-13-ene C=CCCCCCCCCCCC=CCCCC